N-[(R)-(4,5-dichloro-2-hydroxyphenyl)(piperidin-4-yl)methyl]-2-methylpropane-2-sulfinamide ClC1=CC(=C(C=C1Cl)[C@H](NS(=O)C(C)(C)C)C1CCNCC1)O